C1(CC1)C=1N=NN(C1)[C@H](C(=O)N1[C@@H](C[C@H](C1)O)C(=O)NCC1=CC(=NO1)C(CC)CC)C(C)(C)C (2S,4R)-1-[(2S)-2-(4-cyclopropyltriazol-1-yl)-3,3-dimethyl-butanoyl]-N-[[3-(1-ethylpropyl)isoxazol-5-yl]methyl]-4-hydroxy-pyrrolidine-2-carboxamide